2-amino-4-(6-chloro-8-fluoro-2-(((2R,7aS)-2-fluorotetrahydro-1H-pyrrolizin-7a(5H)-yl)methoxy)-4-(2,6-diazaspiro[3.5]nonan-6-yl)quinazolin-7-yl)-7-fluorobenzo[b]thiophene-3-carbonitrile NC1=C(C2=C(S1)C(=CC=C2C2=C(C=C1C(=NC(=NC1=C2F)OC[C@]21CCCN1C[C@@H](C2)F)N2CC1(CNC1)CCC2)Cl)F)C#N